6-bromo-2,4-dimethyl-benzo[d]thiazole BrC1=CC2=C(N=C(S2)C)C(=C1)C